5-(3-Fluoro-2-methylphenyl)-7-(2,2,2-trifluoroethoxy)imidazo[1,2-a]quinoxalin-4(5H)-one FC=1C(=C(C=CC1)N1C(C=2N(C3=CC=C(C=C13)OCC(F)(F)F)C=CN2)=O)C